Cl.N1C[C@H](CC1)C1=CC=C(C=C1)NC(=O)C1=NC2=C(N1)C=CC=C2 |r| (RS)-1H-Benzoimidazole-2-carboxylic acid (4-pyrrolidin-3-yl-phenyl)-amide hydrochloride